2-chlorobenzyl (1-(2-cyanopyrimidin-4-yl)cyclohexyl)carbamate C(#N)C1=NC=CC(=N1)C1(CCCCC1)NC(OCC1=C(C=CC=C1)Cl)=O